S-(-)-2-methyl-2-propanesulfinamide CCOC(=O)CN1CC2=C(C=CC(=C2Cl)Cl)N=C1NC#N